FC1=CC=C(C=C1)C=1NOC(N1)=O 3-p-fluorophenyl-1,2,4-oxadiazol-5-one